2-methylpropyl carbamate C(N)(OCC(C)C)=O